C(C1=CC=CC=C1)N(CC(C(OCCOCCOCCOCCOCC(=O)OCC)(C)C)F)CC1=CC=CC=C1 2-Ethyl 2-[2-[2-[2-[2-[3-(dibenzylamino)-2-fluoro-1,1-dimethyl-propoxy]ethoxy]ethoxy]ethoxy]ethoxy]acetate